FC1=C2C=C(N(C2=C(C=C1)F)CCNC1=CC(=NC=N1)C1=CC(=C(C(=O)O)C=C1)CCC(C)C)C 4-{6-[2-(4,7-Difluoro-2-methyl-indol-1-yl)-ethylamino]-pyrimidin-4-yl}-2-(3-methyl-butyl)-benzoic acid